C(#N)[C@H]1N(CC(C1)(F)F)C(CNC(=O)C1=CC=NC2=CC=C(C=C12)C1=CC=C(OC2CN(CCC2)C(=O)OC(C)(C)C)C=C1)=O tert-butyl 3-(4-(4-(2-((S)-2-cyano-4,4-difluoropyrrolidin-1-yl)-2-oxoethylcarbamoyl)quinolin-6-yl)phenoxy)piperidine-1-carboxylate